C(#N)C=1C=CC(=C2C=CC=NC12)N1C[C@H]2N(CC3=CC=C(C=C23)C)[C@@](C1)(C)N[C@@H]1CN(C[C@H]1OC)C(=O)OC(C)(C)C tert-butyl (3R,4R)-3-[[(4R,10bS)-2-(8-cyano-5-quinolyl)-4,9-dimethyl-3,4,6,10b-tetrahydro-1H-pyrazino[2,1-a]isoindol-4-yl]amino]-4-methoxy-pyrrolidine-1-carboxylate